2H-benzo[b][1,4]oxazine-4(3H)-carboxylate O1C2=C(N(CC1)C(=O)[O-])C=CC=C2